3-(5-(bis(4-methoxybenzyl)amino)-8-bromo-2-((3-fluoropyridin-2-yl)methoxy)-[1,2,4]triazolo[1,5-c]pyrimidin-7-yl)benzonitrile COC1=CC=C(CN(C2=NC(=C(C=3N2N=C(N3)OCC3=NC=CC=C3F)Br)C=3C=C(C#N)C=CC3)CC3=CC=C(C=C3)OC)C=C1